C(CCCCCC)OC1=CC=C(C=C1)C1(CC=C(C=C1)N)NC1=CC=CC=C1 1-(4-(heptyloxy)phenyl)-N1-phenylbenzene-1,4-diamine